C[Si](CCOCN1C=CC2=NC(=CC(=C21)C=C)C(=O)OC)(C)C methyl 1-((2-(trimethylsilyl) ethoxy) methyl)-7-vinyl-1H-pyrrolo[3,2-b]pyridine-5-carboxylate